C1(CC1)C(C)O 1-cyclopropylethan-1-ol